O(O)C(C)(C#CC(C)(C)OO)C 2,5-dihydroperoxy-2,5-dimethylhex-3-yne